CN(C)C The molecule is a tertiary amine that is ammonia in which each hydrogen atom is substituted by an methyl group. It has a role as a human xenobiotic metabolite and an Escherichia coli metabolite. It is a tertiary amine and a member of methylamines. It is a conjugate base of a trimethylammonium.